N-(1-methyl-3-((trimethylsilyl)ethynyl)-1H-pyrrolo[2,3-b]pyridin-5-yl)acrylamide CN1C=C(C=2C1=NC=C(C2)NC(C=C)=O)C#C[Si](C)(C)C